[2-Fluoro-3-methoxy-6-(3-methyl-1,2,4-triazol-1-yl)phenyl]methanol FC1=C(C(=CC=C1OC)N1N=C(N=C1)C)CO